N-(5-((6-((R)-3-(4-chloro-2-fluorophenyl)isoxazolidine-2-yl)pyrimidine-4-yl)amino)-2-(4-(dimethylamino)-[1,4'-bipiperidine]-1'-yl)-4-methoxyphenyl)acrylamide ClC1=CC(=C(C=C1)[C@@H]1N(OCC1)C1=CC(=NC=N1)NC=1C(=CC(=C(C1)NC(C=C)=O)N1CCC(CC1)N1CCC(CC1)N(C)C)OC)F